C(C1=CC=CC=C1)OC(=O)N[C@H](C(=O)O)C(C1CCCCC1)C1CCCCC1 (2S)-2-(benzyloxycarbonylamino)-3,3-dicyclohexyl-propionic acid